butyl 4-(((4-(sec-butyl)phenyl)amino)methyl)piperidine-1-carboxylate C(C)(CC)C1=CC=C(C=C1)NCC1CCN(CC1)C(=O)OCCCC